2-bromo-N-((3-cyclopropylquinolin-6-yl)methyl)pyridin BrC1N(C=CC=C1)CC=1C=C2C=C(C=NC2=CC1)C1CC1